ClC=1C=C2C(NC(N(C2=CC1C=O)CC1=CC=C(C=C1)OC)=O)(C(F)(F)F)C#CC1CC1 6-chloro-4-(cyclopropylethynyl)-1-(4-methoxybenzyl)-2-oxo-4-(trifluoromethyl)-1,2,3,4-tetrahydroquinazoline-7-carbaldehyde